2-ethyl-1,3-dimethylbenzene C(C)C1=C(C=CC=C1C)C